C(=O)NC1CCC(CC1)(C)NC(OC(C)(C)C)=O Tert-butyl ((1s,4s)-4-formamido-1-methylcyclohexyl)carbamate